C1(=CC=CC=C1)C1=NOB(OC1)C1=CC=C(C=C1)C=C 5-phenyl-2-(4-vinylphenyl)-6H-1,3,4,2-dioxazaborinine